N-(3-fluorophenyl)-2-{[2-(4-methoxypyridin-2-yl)-5H,6H,7H-cyclopenta[d]pyrimidin-4-yl](methyl)amino}acetamide FC=1C=C(C=CC1)NC(CN(C)C=1C2=C(N=C(N1)C1=NC=CC(=C1)OC)CCC2)=O